C(=O)C1=CC=C(C=C1)C1=CC(=CC(=C1)C1=CC=C(C=C1)C=O)C1=CC=C(C=C1)C=O 1,3,5-tris(4-formylphenyl)-benzene